C(=CC)NC=1C=C2C(C(N(C2=CC1)CC1=CC=C(C(=O)NC(C)C)C=C1)=O)C1OCC(CO1)(C)C 4-((5-propenylamino-3-(5,5-dimethyl-1,3-dioxan-2-yl)-2-oxoindol-1-yl)methyl)-N-isopropylbenzamide